terbium yttrium vanadium [V].[Y].[Tb]